[Cl-].[Mg+2].C1(=CC=CC=C1)S(=O)(=O)O.[Cl-] benzenesulfonic acid magnesium chloride salt